OC1=C(C=C(C=C1)C=1OC2=C(C(=CC(=C2C(C1O)=O)O)O)O)[O-] 2-hydroxy-5-(3,5,7,8-tetrahydroxy-4-oxo-4H-chromen-2-yl)phenolate